aminopropane-1,2,3-tricarboxylic acid NC(C(CC(=O)O)C(=O)O)C(=O)O